2-(octen-1-yl)-butanedioic acid C(=CCCCCCC)C(C(=O)O)CC(=O)O